CC1=CC=C2N=CC(=NC2=C1)C(F)(F)F 7-methyl-2-(trifluoromethyl)quinoxalin